C1(CC1)C#CC=1C=CC(=NC1)C1=CC(NC=N1)=O 6-[5-(cyclopropylethynyl)pyridin-2-yl]pyrimidin-4(3H)-one